C(C)(C)(C)OC(NC1=CC=C(C=C1)C1=CC=C(C=C1)N)=O (4'-amino-[1,1'-biphenyl]-4-yl)carbamic acid tert-butyl ester